N1C=CC2=CC=C(C=C12)CNC1=CN=C2C(=N1)N=CC=C2 N-[(1H-indol-6-yl)methyl]pyrido[2,3-b]pyrazin-3-amine